C(C)NC1=CC=C(C(=O)NC=2C=CC=C3C=CC(=NC23)C)C=C1 4-(ethylamino)-N-(2-methylquinolin-8-yl)benzamide